COC1=NN=C(C=C1)NS(=O)(=O)C2=CC=C(C=C2)N The molecule is a sulfonamide consisting of pyridazine having a methoxy substituent at the 6-position and a 4-aminobenzenesulfonamido group at the 3-position. It has a role as an antiinfective agent, an EC 2.5.1.15 (dihydropteroate synthase) inhibitor and a drug allergen. It is a member of pyridazines, a sulfonamide and a sulfonamide antibiotic. It derives from a sulfanilamide.